FC(C(C(C(F)(F)F)(F)F)(F)F)(S(=O)(=O)[O-])F.C(CCCCC)[N+](CCCCCC)(CCCCCC)CCCCCC tetrahexylammonium perfluorobutanesulfonate salt